N1(C=NC=C1)C[C@]1(C[C@H](N(C1)C(CNC(=O)C=1C=CC=2SC3=CC=CC=C3OC2C1)=O)C(=O)O)F (2S,4S)-4-((1H-imidazol-1-yl)methyl)-4-fluoro-1-((phenoxathiine-3-carbonyl)glycyl)pyrrolidine-2-carboxylic acid